[N+](=O)([O-])C1=C2C=CNC(C2=CC=C1)=O 5-nitroisoquinolin-1(2H)-one